C1(CC2C(CC1)O2)CC[Si](C(C)C)(OC(C)=O)OC(C)=O β-(3,4-epoxycyclohexyl)ethyl-diacetoxyisopropylsilane